CC1(C(C[C@@](C1=O)(C#C[Si](C(C)C)(C(C)C)C(C)C)C(CC(=O)OC(C)(C)C)=O)=O)C tert-butyl (R)-3-(2,2-dimethyl-4-((triisopropylsilyl) ethynyl)-1,3-dioxocyclopent-4-yl)-3-oxopropanoate